2-formyl-3,6-diethoxypyridin-4-one C(=O)C1=NC(=CC(C1OCC)=O)OCC